(R)-8-(8-((2-chlorophenyl)thio)-[1,2,4]triazolo[4,3-c]pyrimidin-5-yl)-8-azaspiro[4.5]decan-1-amine ClC1=C(C=CC=C1)SC=1C=2N(C(=NC1)N1CCC3(CCC[C@H]3N)CC1)C=NN2